C(C)(C)(C)OC(=O)N1[C@H](CC(C1)O)COCC1=CC=CC=C1.C(CCCCCCCCCCCCCCCCC#N)#N octadecanedinitrile tert-butyl-(2R)-2-[(benzyloxy)methyl]-4-hydroxypyrrolidine-1-carboxylate